N-(4-fluoro-3-((2-((1-methyl-1H-pyrazol-4-yl)amino)-5-(pyridin-3-yl)pyrimidin-4-yl)amino)phenyl)acrylamide FC1=C(C=C(C=C1)NC(C=C)=O)NC1=NC(=NC=C1C=1C=NC=CC1)NC=1C=NN(C1)C